(S)-Methyl-1-(2-chloro-6-fluoro-3-methoxybenzyl)-3,4-dimethyl-2-oxo-1,2,3,4-tetrahydroquinazoline-7-carboxylate COC(=O)C1=CC=C2[C@@H](N(C(N(C2=C1)CC1=C(C(=CC=C1F)OC)Cl)=O)C)C